C1(CC1)N1N=CC(=C1)C=1C(N(C=C(C1)C1=NC2=NC(=C(N=C2C(=N1)C1=C(C=C(C=C1)F)F)C)C)C)=O 3-(1-cyclopropyl-1H-pyrazol-4-yl)-5-(4-(2,4-difluorophenyl)-6,7-dimethylpteridin-2-yl)-1-methylpyridin-2(1H)-one